OC1=C(C=C(C=C1C(C)(C)C)OCCCOC(C(=C)C)=O)N1N=C2C(=N1)C=CC(=C2)OC 2-[2'-hydroxy-3'-tert-butyl-5'-(3''-methacryloxypropoxy)phenyl]-5-methoxy-2H-benzotriazole